C(CCC)OC=1C(=CC(=NC1)NC(C)=O)NC1=NC(=NC(=C1)C)C(C)(F)F N-(5-butoxy-4-((2-(1,1-difluoroethyl)-6-methylpyrimidin-4-yl)amino)pyridin-2-yl)acetamide